O=C1NC(CCC1N1C(C2=CC=C(C=C2C1=O)N1CCN(CC1)CC1=NC=C(C(=O)OC(C)(C)C)C=C1)=O)=O tert-butyl 6-((4-(2-(2,6-dioxopiperidin-3-yl)-1,3-dioxoisoindolin-5-yl) piperazin-1-yl)methyl)nicotinate